N,N-diethyl-hydroxy-2-phenylacetamide C(C)N(C(C(C1=CC=CC=C1)O)=O)CC